N1=CC(=CC=C1)C1(CCC1)NC1=NC=CC=N1 N-(1-(pyridin-3-yl)cyclobutyl)pyrimidin-2-amine